[2-({α-D-mannopyranosyl-(1→3)-[α-D-mannopyranosyl-(1→6)]-α-D-mannopyranosyl}oxy)ethylcarbamoyl]-4,9,16,20-tetraoxo-3,8,15,18,21-pentaazaheptacosan-27-oate [C@H]1([C@@H](O)[C@@H](O)[C@H](O)[C@H](O1)CO)O[C@@H]1[C@@H]([C@H](O[C@@H]([C@H]1O)CO[C@@H]1[C@@H](O)[C@@H](O)[C@H](O)[C@H](O1)CO)OCCNC(=O)OC(CCCCCNC(CNCC(NCCCCCC(NCCCC(NCC)=O)=O)=O)=O)=O)O